6-amino-2-[6-amino-7-hydroxy-1-(propan-2-yl)-2-azaspiro[3.4]octan-2-yl]-5-(2,3-dichlorophenyl)pyrimidine-4-carboxamide NC1=C(C(=NC(=N1)N1C(C2(C1)CC(C(C2)O)N)C(C)C)C(=O)N)C2=C(C(=CC=C2)Cl)Cl